C(C)(=O)O\N=C\1/CCCC2=CC=CC=C12 (E)-3,4-Dihydronaphthalen-1(2H)-one O-acetyl oxime